ClC1=NC=C2C=CN=C(C2=C1)C#CC1=CC=C2C(C(N(C2=C1)C(=O)OC(C)(C)C)=O)(COC)COC tert-butyl 6-((7-chloro-2,6-naphthyridin-1-yl)ethynyl)-3,3-bis(methoxymethyl)-2-oxoindoline-1-carboxylate